ClC=1C=C2C=CC(=CC2=CC1)C=CC1=C(C(=O)NCC(=O)N2C(CC(C2)(F)F)C#N)C=CN=C1 3-(2-(6-chloronaphthalen-2-yl)vinyl)-N-(2-(2-cyano-4,4-difluoropyrrolidin-1-yl)-2-oxoethyl)isonicotinamide